1,6-dibromo-perylene BrC1=CC=C2C=CC(=C3C4=CC=CC5=CC=CC(C1=C23)=C45)Br